ClC=1C=C2C(=NC=NC2=C(C1C1=C(C=CC=C1)F)F)N1CCN(CC1)C(=O)NCCCl 4-(6-chloro-8-fluoro-7-(2-fluorophenyl)quinazolin-4-yl)-N-(2-chloroethyl)piperazine-1-carboxamide